C(C)(=O)C1=NN(C2=CC=C(C=C12)C1=CN=NC(=C1)C)CC(=O)N1[C@@H](C[C@H](C1)F)C(=O)NC1=NC(=CC=C1)Br (2S,4R)-1-(2-(3-acetyl-5-(6-methylpyridazin-4-yl)-1H-indazol-1-yl)acetyl)-N-(6-bromopyridin-2-yl)-4-fluoropyrrolidine-2-carboxamide